N-octadecenyl-3-tert-butylcarbonyloxy-pyridin-4-one C(=CCCCCCCCCCCCCCCCC)N1C=C(C(C=C1)=O)OC(=O)C(C)(C)C